2-(((4-oxocyclohexyl)-λ2-azaneyl)carbonyl)benzoic acid O=C1CCC(CC1)[N]C(=O)C1=C(C(=O)O)C=CC=C1